N-[5-[(tert-butyldimethylsilyl)oxy]pyridin-2-yl]-4-(3-chlorophenyl)piperidine-1-carboxamide [Si](C)(C)(C(C)(C)C)OC=1C=CC(=NC1)NC(=O)N1CCC(CC1)C1=CC(=CC=C1)Cl